6-Aminoimidazo[1,2-A]pyridine-2-carboxylic acid NC=1C=CC=2N(C1)C=C(N2)C(=O)O